NC1=NC(=C2N=CN(C2=N1)[C@H]1[C@]([C@@H]([C@H](O1)CO)O)(C)F)N(C)CCC (2R,3R,4R,5R)-5-(2-amino-6-(N-methyl-propylamino)-9H-purin-9-yl)-4-fluoro-2-(hydroxymethyl)-4-methyltetrahydrofuran-3-ol